[1-(4-bromophenyl)ethoxy](t-butyl)dimethylsilane BrC1=CC=C(C=C1)C(C)O[Si](C)(C)C(C)(C)C